2-(2-(3'-(3-(2,7-diazaspiro[4.4]non-2-yl)propoxy)-2,2'-dimethyl-[1,1'-biphenyl]-3-yl)-6,7-dihydrothiazolo[5,4-c]pyridin-5(4H)-yl)ethanol C1N(CCC12CNCC2)CCCOC=2C(=C(C=CC2)C2=C(C(=CC=C2)C=2SC=1CN(CCC1N2)CCO)C)C